C(C)(=O)OC(C(=O)OCCN(C)C)C 2-[2-(acetoxy)propionyloxy]-N,N-dimethylethylamine